(2S,3S,4R)-5-(benzyloxy)-4-((diphenylmethylene)-amino)-2,3-dihydroxypentanoic acid methyl ester COC([C@H]([C@H]([C@@H](COCC1=CC=CC=C1)N=C(C1=CC=CC=C1)C1=CC=CC=C1)O)O)=O